ClC=1C(=C(C=CC1F)N(C(CN(C=1N=NNC1)C1=NC(=CC(=N1)C([2H])([2H])[2H])C(F)(F)F)=O)C([2H])([2H])[2H])F N-(3-chloro-2,4-difluorophenyl)-N-(methyl-d3)-2-((4-(methyl-d3)-6-(trifluoromethyl)pyrimidin-2-yl)(1H-1,2,3-triazol-4-yl)amino)acetamide